C(C)OCCOCC 1,2-di-ethoxy-ethane